FC=1C=CC(=C(C1)C(=O)N1C=NC=C1)OC (5-fluoro-2-methoxyphenyl)(1H-imidazol-1-yl)methanone